5-chloro-N-(1-ethyl-1H-pyrazol-4-yl)-4-(((3R,5S)-5-methyltetrahydropyrrol-3-yl)oxy)-7H-pyrrolo[2,3-d]pyrimidin-2-amine ClC1=CNC=2N=C(N=C(C21)O[C@H]2CN[C@H](C2)C)NC=2C=NN(C2)CC